2'-chloro-N-(6-(4-hydroxycyclohex-1-en-1-yl-4-d)thiazolo[4,5-c]pyridin-2-yl)-5'-methoxy-6-methyl-[4,4'-bipyridine]-3-carboxamide ClC1=NC=C(C(=C1)C1=C(C=NC(=C1)C)C(=O)NC=1SC2=C(C=NC(=C2)C2=CCC(CC2)([2H])O)N1)OC